2-(hydroxymethyl)-N-(1-(4-methoxyphenyl)-2-oxo-2-((4-(trimethylsilyl)phenyl)amino)ethyl)piperidine-1-carboxamide OCC1N(CCCC1)C(=O)NC(C(NC1=CC=C(C=C1)[Si](C)(C)C)=O)C1=CC=C(C=C1)OC